methyl 4-bromo-3-fluoro-5-(4,4,5,5-tetramethyl-1,3,2-dioxaborolan-2-yl)benzoate BrC1=C(C=C(C(=O)OC)C=C1B1OC(C(O1)(C)C)(C)C)F